COC(C1=C(C=CC=C1)OC1=C(C=C(C=C1)C#N)F)=O (4-cyano-2-fluorophenoxy)benzoic acid methyl ester